[Os](=O)(=O)(=O)=O Osmium-tetroxide